Cl.C(C)OC(CC1CCC(CC1)N)=O 2-(4-aminocyclohexyl)acetic acid ethyl ester hydrochloride salt